N1(CCOCC1)CCCOC1=CC=C(C(=O)NC2=CC(=NN2)C=2SC=C(C2)C2=C(C=CC=C2)C(F)(F)F)C=C1 4-(3-Morpholinylpropoxy)-N-(3-(4-(trifluoromethylphenyl)thiophen-2-yl)-1H-pyrazol-5-yl)benzamide